(S)-N-methyl-6-(3-methylisoxazol-5-yl)-2,3-dihydrobenzofuran-3-amine CN[C@@H]1COC2=C1C=CC(=C2)C2=CC(=NO2)C